2-(1-(4-methoxybenzyl)-1H-tetrazol-5-yl)ethan-1-ol COC1=CC=C(CN2N=NN=C2CCO)C=C1